tert-butyl N-[(R)-(2-oxo-1H-1,5-naphthyridin-3-yl)-phenyl-methyl]carbamate O=C1NC2=CC=CN=C2C=C1[C@H](NC(OC(C)(C)C)=O)C1=CC=CC=C1